C(C1=CC=CC=C1)OC(=O)NCCOCCOCCOCCOCCOCCOC1=CC=C(C=C1)NC(=O)CCCCCCC(=O)OC(C)(C)C tert-butyl 7-({4-[(17-{[(benzyloxy)carbonyl]amino}-3,6,9,12,15-pentaoxaheptadecan-1-yl)oxy]phenyl}carbamoyl)heptanoate